FCCOC1=CN(C=C1Cl)S(=O)(=O)C1=CC=C(C)C=C1 3-fluoroethoxy-4-chloro-1-p-toluenesulfonyl-1H-pyrrole